P(=O)(OC1=C(C=CC=C1)C(C)(C)CC)(OC1=C(C=CC=C1)C(C)(C)CC)OC1=C(C=CC=C1)C(C)(C)CC tri(2-tertiarypentylphenyl) phosphate